CC1=C(C(N(N=C1C1=CC=C(C=C1)S(=O)(=O)C)C=1C=NN(C1)C)=O)C(=O)O.C(CCCCCCCCCCCCCCCCCCCCCCCCCCCCC)NN[C@@H](CCCNC(N)=N)C(=O)O triacontaminyl-arginine methyl-2-(1-methyl-1H-pyrazol-4-yl)-6-(4-(methylsulfonyl)phenyl)-3-oxo-2,3-dihydropyridazine-4-carboxylate